P(O)(O)(=S)O[C@H]1[C@H]([C@@H](O[C@@H]1CO)N1C=NC=2C(O)=NC=NC12)OC O-methylinosine-3'-phosphorothioate